CC1(OC[C@@H](O1)[C@@H]1[C@@H]([C@@H]2[C@@H](OC(O2)(C)C)O1)N)C (3aR,5S,6S,6aR)-5-((R)-2,2-dimethyl-1,3-dioxolan-4-yl)-2,2-dimethyltetrahydrofuro[2,3-d][1,3]Dioxolane-6-amine